4-Cyclopropyl-N-((S)-(5-((R)-cyclopropyl(2-(3,3-difluorocyclobutyl)acetamido)methyl)-1H-benzo[d]imidazol-2-yl)(4,4-difluorocyclohexyl)methyl)-1,2,5-oxadiazole-3-carboxamide C1(CC1)C=1C(=NON1)C(=O)N[C@@H](C1CCC(CC1)(F)F)C1=NC2=C(N1)C=CC(=C2)[C@H](NC(CC2CC(C2)(F)F)=O)C2CC2